N=1ON=C2C1C=CC(=C2)COC2=C(CN[C@H](CO)C(=O)O)C=C(C(=C2)OCC=2C(=C(C=CC2)C2=CC=C(C=C2)S(=O)(=O)C)Cl)Cl (2-(benzo[c][1,2,5]oxadiazol-5-ylmethoxy)-5-chloro-4-((2-chloro-4'-(methylsulfonyl)-[1,1'-biphenyl]-3-yl)methoxy)benzyl)-D-serine